N1(CCC1)C1=CC=2C(=C3N(CCN(C3)C(CCOCC3NCC3)=O)C2N=C1)F 2-((3-(3-(azetidin-1-yl)-5-fluoro-8,9-dihydropyrido[3',2':4,5]pyrrolo[1,2-a]pyrazin-7(6H)-yl)-3-oxopropoxy)methyl)azetidin